2-(4-((4,4-difluorocyclohexyl)amino)-6-((1-(methoxycarbonyl)azetidin-3-yl)oxy)pyrimidin-2-yl)thiazole-4-carboxylic acid FC1(CCC(CC1)NC1=NC(=NC(=C1)OC1CN(C1)C(=O)OC)C=1SC=C(N1)C(=O)O)F